OC1=CC=C(NC(=O)OC(C)(C)C)C=C1 4-hydroxy-N-Bocaniline